ClC1=C(C[C@@H]2[C@H](OC(O2)(C)C)CO)C=CC=C1 ((4R,5R)-5-(2-chlorobenzyl)-2,2-dimethyl-1,3-dioxolan-4-yl)methanol